Cl.Cl.CC1=C(C=CC(=C1)B1OC(C(O1)(C)C)(C)C)CN (2-methyl-4-(4,4,5,5-tetramethyl-1,3,2-dioxaborolan-2-yl)phenyl)methanamine dihydrochloride